N1C[C@@H](CCC1)NC(C)=O N-((R)-piperidin-3-yl)acetamide